furo[3,2-c]pyridine-6-carboxamide O1C=CC=2C=NC(=CC21)C(=O)N